N-(1-(2,2-difluoroethyl)-1H-benzo[d]imidazol-5-yl)-1,1-diphenylmethanimine FC(CN1C=NC2=C1C=CC(=C2)N=C(C2=CC=CC=C2)C2=CC=CC=C2)F